4-((6-(azetidin-1-yl)-3-nitropyridin-2-yl)amino)benzyl acetate C(C)(=O)OCC1=CC=C(C=C1)NC1=NC(=CC=C1[N+](=O)[O-])N1CCC1